C(C)(C)(C)OCCN(CCC(C(=O)O)NC(=O)C1=C(C=NC=C1Cl)Cl)CCCCC1=NC=2NCCCC2C=C1 4-[2-tert-butoxyethyl-[4-(5,6,7,8-tetrahydro-1,8-naphthyridin-2-yl)butyl]amino]-2-[(3,5-dichloropyridine-4-carbonyl)amino]butanoic acid